FC=1C(=CC2=CN(N=C2C1)C)CN1N=NC=2C1=NC(=CN2)C2=CC=C(C=C2)P(C)(C)=O (4-(1-((6-Fluoro-2-methyl-2H-indazol-5-yl)methyl)-1H-[1,2,3]triazolo[4,5-b]pyrazin-6-yl)phenyl)dimethylphosphine Oxide